CC1=C(C=CC=C1C(F)(F)F)C(CC)=O 1-(2-methyl-3-(trifluoromethyl)phenyl)propan-1-one